ClC1(C(CC12C[C@H](N(CC2)C(=O)OCC2=CC=CC=C2)C(=O)OCC2=CC=CC=C2)=O)Cl dibenzyl (6S)-1,1-dichloro-2-oxo-7-azaspiro[3.5]nonane-6,7-dicarboxylate